N1(CCC1)C(=O)N1CC(C1)OC1=NC=C(C2=CC(=NC=C12)Cl)C(C)(C)N=[N+]=[N-] Azetidin-1-yl(3-((4-(2-azidopropan-2-yl)-6-chloro-2,7-naphthyridin-1-yl)oxy)azetidin-1-yl)methanone